N-(5-(7-fluorobenzo[d]oxazol-6-yl)-1-(3-hydroxy-3-methylbutyl)-1H-pyrazolo[3,4-b]pyridin-3-yl)-3,3-dimethylbutanamide FC1=C(C=CC=2N=COC21)C=2C=C1C(=NC2)N(N=C1NC(CC(C)(C)C)=O)CCC(C)(C)O